C(C)[C@H]1[C@H](NC([C@H]1F)=O)COC1=NC=CC=2C=C3C(=CC12)C(=CNC3=O)C#N 6-(((2S,3s,4S)-3-ethyl-4-fluoro-5-oxopyrrolidin-2-yl)methoxy)-1-oxo-1,2-dihydropyrido[3,4-g]isoquinoline-4-carbonitrile